tetramethyl-2,2'-spirobi(2H-1-benzopyran) CC=1C=CC2=C(C(=C(C3(O2)OC2=C(C=C3)C=CC=C2)C)C)C1C